N-(2-tetrahydropyranylmethyl)iminodiacetic acid O1C(CCCC1)CN(CC(=O)O)CC(=O)O